F[C@@]1(C[C@H](NC1=O)COC1=NC=CC2=CC(=C(C=C12)OC(C)C)C(=O)N)C 1-{[(2s,4r)-4-fluoro-4-methyl-5-oxopyrrolidin-2-yl]methoxy}-7-(prop-2-yloxy)isoquinoline-6-carboxamide